2-(4-Fluoro-4-(4-methyl-4H-1,2,4-triazol-3-yl)piperidin-1-yl)-3-(6-fluoropyridin-3-yl)benzonitrile FC1(CCN(CC1)C1=C(C#N)C=CC=C1C=1C=NC(=CC1)F)C1=NN=CN1C